COC(CC1=NC=C(C=C1)C1=NN(C(=C1C#N)N)C(C)C)=O 2-[5-(5-amino-4-cyano-1-isopropyl-pyrazol-3-yl)-2-pyridinyl]acetic acid methyl ester